FC=1C=CC(=C(C(=O)N)C1)O[C@H](C(F)(F)F)C 5-fluoro-2-(((S)-1,1,1-trifluoropropan-2-yl)oxy)benzamide